N-(imidazo[1,2-a]pyridin-6-yl)-1-(1-methoxyisoquinolin-5-yl)-5-(trifluoromethyl)-1H-pyrazole-4-carboxamide N=1C=CN2C1C=CC(=C2)NC(=O)C=2C=NN(C2C(F)(F)F)C2=C1C=CN=C(C1=CC=C2)OC